6-chloro-4-((2-methoxy-3-(1-methyl-1H-1,2,4-triazole-3-yl)phenyl)amino)nicotinic acid ClC1=NC=C(C(=O)O)C(=C1)NC1=C(C(=CC=C1)C1=NN(C=N1)C)OC